CC=1C=CC(=C(C1)B(O)O)OC1COCC1 [5-METHYL-2-(OXOLAN-3-YLOXY)PHENYL]BORANEDIOL